C([C@H](O)C)(=O)[O-] d-Lactate